(R)-6-chloro-N-(4-fluoro-3-methylphenyl)-5-(2-((1-(3-methyl-1,2,4-oxadiazol-5-yl)ethyl)amino)-2-oxoacetyl)-2,3-dihydro-1H-pyrrolizine-7-carboxamide ClC1=C(N2CCCC2=C1C(=O)NC1=CC(=C(C=C1)F)C)C(C(=O)N[C@H](C)C1=NC(=NO1)C)=O